C1(=CC=CC=C1)C\C=C(/C)\S(=O)(=O)C1=CC=C(C)C=C1 (E)-1-phenyl-3-(p-toluenesulfonyl)but-2-en